zirconium dibutoxy bis(ethyl acetoacetate) C(C)CC(CC(=O)OOCCCC)=O.C(C)CC(CC(=O)OOCCCC)=O.[Zr]